2-ethyl-3,4,10,13-tetrahydroxy-11-[(2S,3R,4S,6R)-3-hydroxy-6-methyl-4-(methylamino)tetrahydropyran-2-yl]oxy-3,5,6,8,10,12,14-heptamethyl-1-oxa-6-azacyclopentadecan-15-one C(C)C1OC(C(C(C(C(C(CC(CN(C(C(C1(C)O)O)C)C)C)(C)O)O[C@@H]1O[C@@H](C[C@@H]([C@H]1O)NC)C)C)O)C)=O